pyrazine-2-amido-N-tertiary butyl-thiourea N1=C(C=NC=C1)C(=O)NN(C(=S)N)C(C)(C)C